2-(3-(3-chloro-4-((3,5-difluoropyridin-2-yl)methoxy)-3'-fluoro-5',6-dimethyl-2H-[1,4'-bipyridyl]-2'-yl)phenyl)-2-methylpropanoic acid ClC=1CN(C(=CC1OCC1=NC=C(C=C1F)F)C)C1=C(C(=NC=C1C)C=1C=C(C=CC1)C(C(=O)O)(C)C)F